(3R,4R)-1-cyclopropylmethyl-4-{[5-(2,4-difluoro-phenyl)-isoxazole-3-carbonyl]-amino}-piperidine-3-carboxylic acid dimethylamide CN(C(=O)[C@@H]1CN(CC[C@H]1NC(=O)C1=NOC(=C1)C1=C(C=C(C=C1)F)F)CC1CC1)C